ClC=1C=CC(=NC1)COC1=CC=C2CCN(CC2=C1)C(=O)OC(C)(C)C tert-butyl 7-((5-chloropyridin-2-yl) methoxy)-3,4-dihydroisoquinoline-2(1H)-carboxylate